lithium bis(trifluoromethanesulfonyl)imidazole FC(S(=O)(=O)C1=C(N=CN1)S(=O)(=O)C(F)(F)F)(F)F.[Li]